3-(4-((4-(bromomethyl)benzyl)thio)-1-oxoisoindolin-2-yl)piperidine-2,6-dione BrCC1=CC=C(CSC2=C3CN(C(C3=CC=C2)=O)C2C(NC(CC2)=O)=O)C=C1